[C@H]12CN(C[C@H](CC1)N2)C=2C1=C(N=C(N2)OCC23CCCN3CCC2)C=C(C=N1)C=1C=C(C=C(C1C1CC1)Cl)O 3-(4-((1R,5S)-3,8-Diazabicyclo[3.2.1]octan-3-yl)-2-((tetrahydro-1H-pyrrolizin-7a(5H)-yl)methoxy)pyrido[3,2-d]pyrimidin-7-yl)-5-chloro-4-cyclopropylphenol